2-isopropylthioxanthone C(C)(C)C1=CC=2C(C3=CC=CC=C3SC2C=C1)=O